N[C@@H]1[C@H](CO[C@H](C1)C(=O)N1[C@H](C2=CC=CC=C2CC1)C1=CC=C(C=C1)F)N(C(OC(C)(C)C)=O)CC tert-butyl ((3R,4S,6R)-4-amino-6-((S)-1-(4-fluorophenyl)-1,2,3,4-tetrahydroisoquinoline-2-carbonyl)tetrahydro-2H-pyran-3-yl)(ethyl)carbamate